ClC1=C(C=CC(=C1)Cl)C1(CC1)C=O 1-(2,4-dichlorophenyl)cyclopropane-1-carbaldehyde